N1=CC=C(C=C1)CNCCN(C)C 1-(4-pyridyl)-5-methyl-2,5-diazahexane